Fmoc-L-2,3,4,5,6-pentafluorophenylalanine C(=O)(OCC1C2=CC=CC=C2C2=CC=CC=C12)N[C@@H](CC1=C(C(=C(C(=C1F)F)F)F)F)C(=O)O